N1CC[C@H](CCC1)C=1C=C2CNC(C2=CC1)=O 5-((S)-azepan-4-yl)-1-oxoisoindolin